6-fluoro-4-methoxy-2-(5-chloro-3-pyrazinyl)-5-trifluoromethylpyrimidine FC1=C(C(=NC(=N1)C=1C=NC=C(N1)Cl)OC)C(F)(F)F